ClC=1C=C(C=CC1F)B(O)O (3-chloro-4-fluorophenyl)boronic acid